1-(4-chlorophenyl)pent-2-yn-1-ol ClC1=CC=C(C=C1)C(C#CCC)O